4-[phosphorylmethyl]-1,4,7,10-tetraazacyclododecane-1,7-diacetic acid P(=O)#CN1CCN(CCNCCN(CC1)CC(=O)O)CC(=O)O